tert-butyl (4-(6-cyano-1-(((2S,3S,4S)-3-ethyl-4-fluoro-5-oxopyrrolidin-2-yl)methoxy)-7-methoxyisoquinolin-4-yl)-2-methylbut-3-yn-2-yl)carbamate C(#N)C=1C=C2C(=CN=C(C2=CC1OC)OC[C@H]1NC([C@H]([C@H]1CC)F)=O)C#CC(C)(C)NC(OC(C)(C)C)=O